5-(4-(2-(1-(3-(5H-pyrido[4,3-b]indol-7-yl)propanoyl)piperidin-4-yl)ethyl)piperazin-1-yl)-2-(2,6-dioxopiperidin-3-yl)isoindoline-1,3-dione C1=NC=CC=2NC=3C=C(C=CC3C21)CCC(=O)N2CCC(CC2)CCN2CCN(CC2)C=2C=C1C(N(C(C1=CC2)=O)C2C(NC(CC2)=O)=O)=O